OCC1CCC(CC1)OCC#CC1=C2C(=NN(C2=CC=C1)C1C(NC(CC1)=O)=O)C 3-(4-(3-(((1r,4r)-4-(hydroxymethyl)cyclohexyl)oxy)prop-1-yne-1-yl)-3-methyl-1H-indazol-1-yl)piperidine-2,6-dione